Bis(diisopropylamino)(2-cyano-2-(3,4-bis(isotridecyloxy)benzyl)ethoxy)phosphine C(C)(C)N(C(C)C)P(OCC(CC1=CC(=C(C=C1)OCCCCCCCCCCC(C)C)OCCCCCCCCCCC(C)C)C#N)N(C(C)C)C(C)C